2-(2,6-dioxopiperidin-3-yl)-5-hydroxy-6-nitroisoindoline-1,3-dione O=C1NC(CCC1N1C(C2=CC(=C(C=C2C1=O)O)[N+](=O)[O-])=O)=O